(3-cyclopropylpyrazolo[1,5-a]pyrimidin-5-yl)-N-(2-(4-methylpiperazin-1-yl)pyridin-4-yl)-7H-pyrrolo[2,3-d]pyrimidin-2-amine C1(CC1)C=1C=NN2C1N=C(C=C2)C=2C1=C(N=C(N2)NC2=CC(=NC=C2)N2CCN(CC2)C)NC=C1